1,3,5-tris(3,4-dimethylbenzyl)-1,3,5-triazinane CC=1C=C(CN2CN(CN(C2)CC2=CC(=C(C=C2)C)C)CC2=CC(=C(C=C2)C)C)C=CC1C